N-[1-(4-{[2-Amino-4-(pentylamino)-5H-pyrrolo[3,2-d]pyrimidin-5-yl]methyl}-3-methoxyphenyl)-2,5,8,11-tetraoxatridecan-13-yl]-2-(piperazin-1-yl)acetamide NC=1N=C(C2=C(N1)C=CN2CC2=C(C=C(C=C2)COCCOCCOCCOCCNC(CN2CCNCC2)=O)OC)NCCCCC